(4S)-5,5-difluoro-3-(trifluoromethyl)-1-[(1R,3S)-3-(trifluoromethyl)cyclohexyl]-1H,4H,5H,6H-cyclopenta[c]pyrazol-4-ol FC1([C@H](C2=C(N(N=C2C(F)(F)F)[C@H]2C[C@H](CCC2)C(F)(F)F)C1)O)F